ClC=1C=2N(C3=CC=C(C=C3N1)C1=CC=CC=C1)C=CN2 4-chloro-7-phenylimidazo[1,2-a]quinoxaline